5-chloro-4-(oxetan-3-yloxy)-N-[(1R,3S)-3-([1,2,4]triazolo[4,3-a]pyridin-3-yl)cyclohexyl]pyrimidin-2-amine ClC=1C(=NC(=NC1)N[C@H]1C[C@H](CCC1)C1=NN=C2N1C=CC=C2)OC2COC2